C1(CC1)\C=C/1\[C@H]2[C@@H]([C@@H]([C@@H]1CC2)NC(C2=C(C=CC(=C2)/C(/C(F)(F)F)=C/CO)OC)=O)C(=O)NC2=CC(=C(C=C2)F)C(F)(F)F (1R,2S,3R,4R,Z)-7-(cyclopropylmethylene)-N-(4-fluoro-3-(trifluoromethyl)phenyl)-3-(2-methoxy-5-((Z)-1,1,1-trifluoro-4-hydroxybut-2-en-2-yl)benzamido)bicyclo[2.2.1]heptane-2-carboxamide